N-(3-chloro-2-fluorophenyl)-9-(1-ethyl-1,2,3,6-tetrahydropyridin-4-yl)-1-methyl-6,7-dihydro-5H-benzo[c][1,2,3]triazolo[1,5-a]azepin-7-amine ClC=1C(=C(C=CC1)NC1C2=C(C=3N(CC1)N=NC3C)C=CC(=C2)C=2CCN(CC2)CC)F